methoxy(methyl)carbamoyl chloride CON(C(=O)Cl)C